N1=C(C=CC=C1)C1=[C-]C=CC=C1 2-(pyridin-2-yl)benzen-1-ide